C(C=C)(=O)OC=CCCCCCCCCOC(C=C)=O 1,10-bis(acryloxy)decaneN